NC1=CC(=C(OC2CCN(CC2)C(C)=O)C=C1)C 1-(4-(4-amino-2-methylphenoxy)piperidin-1-yl)ethane-1-one